C(C)C12C([C@@](N(CC1)CC2)(COC)CO)=O (2S)-4-ethyl-2-(hydroxymethyl)-2-(methoxymethyl)-quinuclidin-3-one